ClCC1=CC=C(C(=O)NCCCN2C(C(C=3C4=C(C=CC23)C=CC=C4)(C)C)=C)C=C1 4-(chloromethyl)-N-(3-(1,1-dimethyl-2-methylene-1,2-dihydro-3H-benzo[e]indole-3-yl)propyl)benzamide